3-CHLOROCROTONIC ACID Cl\C(=C/C(=O)O)\C